COC1=CC=C(CNC2C=3N(C4=CC=C(C=C4N2)C(=O)[O-])C=NC3)C=C1 4-((4-methoxybenzyl) amino)-4,5-dihydroimidazo[1,5-a]quinoxaline-7-carboxylate